C(C)(=O)NC1=C(C(=O)NC=2SC(=C(N2)C)C)C=CC(=C1)C 2-acetamido-N-(4,5-dimethylthiazol-2-yl)-4-methylbenzamide